C(C1=CC=CC=C1)OC(=O)NCCCC[C@H](N(CC(NCCO[C@@H]1[C@@H](O)[C@@H](O)[C@H](O)[C@H](O1)CO)=O)CC(=O)NCCO[C@@H]1[C@@H](O)[C@@H](O)[C@H](O)[C@H](O1)CO)C(=O)NCCO[C@@H]1[C@@H](O)[C@@H](O)[C@H](O)[C@H](O1)CO N6-[(benzyloxy)carbonyl]-N-[2-(α-D-mannopyranosyloxy)ethyl]-N2,N2-bis[2-((2-[(α-D-mannopyranosyl)oxy]ethyl)amino)-2-oxoethyl]-L-lysinamide